BrC=1N(C=C(N1)C(F)(F)F)C(C)C 2-bromo-1-isopropyl-4-(trifluoromethyl)imidazole